ClC1=C(C=CC(=C1)Cl)C=1C=C2C(=NC1)NN=C2C(=O)C=2C(=C(C=CC2F)NS(=O)(=O)CCC)F N-(3-(5-(2,4-Dichlorophenyl)-1H-pyrazolo[3,4-b]pyridin-3-carbonyl)-2,4-difluorophenyl)propan-1-sulfonamid